CC1OC(OC1)=O Methyl-2-oxo-1,3-dioxolane